2-amino-5-fluorobenzamide NC1=C(C(=O)N)C=C(C=C1)F